1-((3R,4S)-4-(3-((4-amino-5-(7-fluorobenzo[d][1,3]dioxol-4-yl)-7-isopropyl-7H-pyrrolo[2,3-d]pyrimidin-6-yl)ethynyl)azetidin-1-yl)-3-hydroxypiperidin-1-yl)prop-2-en-1-one NC=1C2=C(N=CN1)N(C(=C2C2=CC=C(C=1OCOC12)F)C#CC1CN(C1)[C@@H]1[C@@H](CN(CC1)C(C=C)=O)O)C(C)C